ClC1=C(CN2C3=C(OCC2=O)C=CC(=C3)C(=O)NO)C=CC(=C1)Cl 4-(2,4-dichlorobenzyl)-N-hydroxy-3-oxo-3,4-dihydro-2H-benzo[b][1,4]oxazine-6-carboxamide